FC1(C(C1)N1N=CC(=C1)NC1=NC=CC(=N1)C1=CC=C(C=C1)N1C(NCC1)=O)F 1-(4-(2-((1-(2,2-difluorocyclopropyl)-1H-pyrazol-4-yl)amino)pyrimidin-4-yl)phenyl)imidazolidin-2-one